O1C=C(C=C1)CCCO 3-furan-3-yl-propanol